4,4'-diisopropoxymethyl-biphenyl C(C)(C)OCC1=CC=C(C=C1)C1=CC=C(C=C1)COC(C)C